2-oxoethyl 7-azaspiro[3.5]nonane-2-carboxylate C1C(CC12CCNCC2)C(=O)OCC=O